FC1(CNCCC1N1C(C=CC=C1N(C)C)COC=1C=CC2=C(C=C(O2)C)C1)F N-(3,3-difluoropiperidin-4-yl)-5-((6-(dimethylamino)pyridin-2-yl)methoxy)-2-methylbenzofuran